ClC=1C=CC(=C(C1)CC(=O)NC1=CC(=NC=C1)C(=O)N[C@@H]1[C@H](CCCC1)O)O 4-[2-(5-chloro-2-hydroxyphenyl)acetamido]-N-[(1s,2s)-2-hydroxycyclohexyl]pyridine-2-carboxamide